2-(2-((5-(1-aminoisoquinolin-5-yl)-1-(cyclobutylmethyl)-1H-indazol-3-yl)methoxy)phenyl)acetic acid NC1=NC=CC2=C(C=CC=C12)C=1C=C2C(=NN(C2=CC1)CC1CCC1)COC1=C(C=CC=C1)CC(=O)O